5-bromo-6-chloro-3-methylbenzo[d]oxazol-2(3H)-one BrC=1C(=CC2=C(N(C(O2)=O)C)C1)Cl